(3aR,5s,6aS)-N-(6-(2,4-dimethyl-2H-indazol-5-yl)-4-methoxypyridazin-3-yl)-2-((tetrahydro-2H-pyran-4-yl)methyl)octahydrocyclopenta[c]pyrrol-5-amine CN1N=C2C=CC(=C(C2=C1)C)C1=CC(=C(N=N1)NC1C[C@@H]2[C@@H](CN(C2)CC2CCOCC2)C1)OC